(S)-4-(5-(1-aminoethyl)-1,2,4-oxadiazol-3-yl)-N-methylpyridin-2-amine N[C@@H](C)C1=NC(=NO1)C1=CC(=NC=C1)NC